Cl.ClC1=CC=CC2=C1C1=C3C(CCNC3C2)=CC=C1OC 11-chloro-1-methoxy-5,6,6a,7-tetrahydro-4H-dibenzo[de,g]quinoline hydrochloride